(±)-1-((1S,2S)-2-azido-1,3-difluorobutyl)-2-(trifluoromethyl)benzene N(=[N+]=[N-])[C@H]([C@@H](F)C1=C(C=CC=C1)C(F)(F)F)[C@@H](C)F |&1:16|